ClC1=CC=C2CC(C(C2=C1)(C)C)=O 6-chloro-1,1-dimethyl-1,3-dihydro-2H-inden-2-one